Benzothiazole-2-yl(1-(5-chloro-1-methyl-1H-indol-2-yl)piperidin-4-yl)methanone S1C(=NC2=C1C=CC=C2)C(=O)C2CCN(CC2)C=2N(C1=CC=C(C=C1C2)Cl)C